6-(2-{6-azaspiro[2.5]octan-6-yl}-4-iodobenzoylamino)-8-(4,4-difluoropiperidin-1-yl)quinoline-3-carboxamide C1CC12CCN(CC2)C2=C(C(=O)NC=1C=C3C=C(C=NC3=C(C1)N1CCC(CC1)(F)F)C(=O)N)C=CC(=C2)I